2-((2,2,2-trifluoroethoxy)methyl)aniline FC(COCC1=C(N)C=CC=C1)(F)F